FC(C1=NN(C=2C=NNC(C21)=O)CCOCCC(N2CCN(CC2)C2=NC=C(C=N2)C(F)(F)F)=O)F 3-(difluoromethyl)-1-(2-(3-oxo-3-(4-(5-(trifluoromethyl)pyrimidin-2-yl)piperazin-1-yl)propoxy)ethyl)-1,5-dihydro-4H-pyrazolo[3,4-d]pyridazin-4-one